α-methylbutyrate CC(C(=O)[O-])CC